4-methylpentene-At CC(C=CC(=O)[O-])C